FC1=C(C=CC=C1F)C1=CC=C(N=N1)NC1[C@@H]2CN(C[C@H]12)CC1CCOCC1 (1r,5s,6s)-N-[6-(2,3-difluorophenyl)pyridazin-3-yl]-3-(tetrahydropyran-4-ylmethyl)-3-azabicyclo[3.1.0]hexane-6-amine